(4,6-diphenyl-1,3,5-triazin-2-yl)pinacol borate B(O)(O)O.C1(=CC=CC=C1)C1=NC(=NC(=N1)C1=CC=CC=C1)CC(O)(C)C(C)(C)O